BrC=1C(=NC(=CC1)OC)C bromo-6-methoxy-2-methylpyridine